2-methoxy-5-[2-(3-methylphenyl)ethyl]phenol COC1=C(C=C(C=C1)CCC1=CC(=CC=C1)C)O